C12(CC3CC(CC(C1)C3)C2)N(CCCCCCN(C)CC=2C=3C1=C(C(N(C1=CC2)C2C(NC(CC2)=O)=O)=O)C=CC3)C 3-(6-(((6-((adamantan-1-yl)(methyl)amino)hexyl)(methyl)amino)methyl)-2-oxobenzo[cd]indol-1(2H)-yl)piperidine-2,6-dione